7-(3,3,4,4,4-pentafluorobutyl)-7,9-dihydro-8H-purin-8-one FC(CCN1C(NC2=NC=NC=C12)=O)(C(F)(F)F)F